N-(1-Benzylpiperidin-4-yl)-N-(2,4,6-trimethylphenyl)acetamide C(C1=CC=CC=C1)N1CCC(CC1)N(C(C)=O)C1=C(C=C(C=C1C)C)C